2-amino-5-bromonicotinonitrile NC1=C(C#N)C=C(C=N1)Br